ClC1=NC(=CC(=C1)C(C)(C)N)C1=CC(=C(C=C1)F)Cl 2-(2-chloro-6-(3-chloro-4-fluorophenyl)pyridin-4-yl)propan-2-amine